C1(CCC1)[C@@H](C)NC(=O)C1CNCCC1 piperidine-3-carboxylic acid ((R)-1-cyclobutyl-ethyl)-amide